1-(9Z,12Z-heptadecadienoyl)-2-(9Z,12Z,15Z-octadecatrienoyl)-glycero-3-phospho-(1'-sn-glycerol) CCCC/C=C\C/C=C\CCCCCCCC(=O)OC[C@H](COP(=O)(O)OC[C@H](CO)O)OC(=O)CCCCCCC/C=C\C/C=C\C/C=C\CC